3,3-Dimethyl-4-(1H-pyrazolo[3,4-c]pyridine-5-yl)morpholine CC1(N(CCOC1)C=1C=C2C(=CN1)NN=C2)C